F[C@H]1[C@@H](C1)C(=O)N1C2CN(CC1CC2)C2=C1C(=NC=C2)NC(=N1)C=1C=NN(C1)C ((1S,2R)-2-fluorocyclopropyl)(3-(2-(1-methyl-1H-pyrazol-4-yl)-3H-imidazo[4,5-b]pyridin-7-yl)-3,8-diazabicyclo[3.2.1]oct-8-yl)methanone